2-(4-chloro-1-isopropyl-1H-pyrazol-5-yl)-4-(3-chloro-4-(3-(trifluoromethyl)pyridin-2-yl)benzyl)-6,7-dihydropyrazolo[1,5-a]pyrimidin-5(4H)-one ClC=1C=NN(C1C1=NN2C(N(C(CC2)=O)CC2=CC(=C(C=C2)C2=NC=CC=C2C(F)(F)F)Cl)=C1)C(C)C